C(#N)C1CN(C1)S(=O)(=O)N1C[C@H](CCC1)C(=O)N1[C@H](CCC1)C(=O)NCC1=C(C=C(C=C1)F)C(F)(F)F 1-(((3S)-1-((3-cyano-1-azetidinyl)sulfonyl)-3-piperidinyl)carbonyl)-N-(4-fluoro-2-(trifluoromethyl)benzyl)-D-prolinamide